C(CCCCCCCCCC\C=C/CCCCCCCC(=O)O)CCCCCCCC\C=C/CCCCCCCC(=O)O.O(C1=CC=CC=C1)C=1C=C(CN2CCNCC2)C=CC1 1-(3-phenoxybenzyl)piperazine Propane-1,3-diyl-dioleate